2-[5-(3-Benzyloxycyclobutoxy)-2,2-difluoro-pentoxy]tetrahydropyran C(C1=CC=CC=C1)OC1CC(C1)OCCCC(COC1OCCCC1)(F)F